C(CCCCCC=CC=CCC)CC(=O)[O-] dodeca-7,9-dienylacetate